FC=1C=C(C=C(C1C)N[C@@H](C)[C@@H]1[C@@H](CNCC1)C)C1=NNC(O1)=O 5-[3-Fluoro-4-methyl-5-({(1S)-1-[(3S,4S)-3-methylpiperidin-4-yl]ethyl}amino)phenyl]-1,3,4-oxadiazol-2(3H)-one